methyl 4-aminocyclohexane-1-carboxylate NC1CCC(CC1)C(=O)OC